sodium β-hydroxyethylbenzenesulfonate OCCOS(=O)(=O)C1=CC=CC=C1.[Na]